3-(2-carboxyphenyl)methyl-benzothiazole bromide [Br-].C(=O)(O)C1=C(C=CC=C1)CN1CSC2=C1C=CC=C2